FC1=C(NC=2N(C(C(=CC2C(=O)NOC)CC2=C(C(=CC=C2)NS(=O)(=O)C2(CC2)C)F)=O)C)C=CC(=C1)I 2-(2-fluoro-4-iodoanilino)-5-[[2-fluoro-3-[(1-methylcyclopropyl)sulfonylamino]phenyl]methyl]-N-methoxy-1-methyl-6-oxopyridine-3-carboxamide